2-(2,3,5,6-tetra(9H-carbazol-9-yl)-4-(2,6-diphenylpyrimidin-4-yl)phenyl)benzo[d]oxazole C1=CC=CC=2C3=CC=CC=C3N(C12)C1=C(C(=C(C(=C1N1C2=CC=CC=C2C=2C=CC=CC12)C1=NC(=NC(=C1)C1=CC=CC=C1)C1=CC=CC=C1)N1C2=CC=CC=C2C=2C=CC=CC12)N1C2=CC=CC=C2C=2C=CC=CC12)C=1OC2=C(N1)C=CC=C2